(S)-N-((R)-1-(3-bromopyridin-2-yl)pent-4-en-1-yl)-2-methylpropan-2-sulfinamide BrC=1C(=NC=CC1)[C@@H](CCC=C)N[S@@](=O)C(C)(C)C